2-[(3-chloro-4-fluorophenyl)amino]-4-[(1-oxo-1,2,3,4-tetrahydroisoquinolin-5-yl)amino]pyrimidine-5-carboxamide ClC=1C=C(C=CC1F)NC1=NC=C(C(=N1)NC1=C2CCNC(C2=CC=C1)=O)C(=O)N